(2R,3R,4R,5R)-4-[[3-(3-methoxy-2-methyl-4-pyridinyl)-4,5-dimethyl-5-(trifluoromethyl)tetrahydrofuran-2-carbonyl]amino]pyridine-2-carboxamide COC=1C(=NC=CC1[C@@H]1[C@@H](O[C@]([C@@H]1C)(C(F)(F)F)C)C(=O)NC1=CC(=NC=C1)C(=O)N)C